tert-butyl N-[2-(4-ethynylpyrazol-1-yl)ethyl]carbamate C(#C)C=1C=NN(C1)CCNC(OC(C)(C)C)=O